CC1(CN(CCN1)C1=NC=C(C(=N1)OCC)C(=O)NC1=CC2=CN(N=C2C(=C1)F)C)C 2-(3,3-dimethylpiperazin-1-yl)-4-ethoxy-N-(7-fluoro-2-methyl-2H-indazol-5-yl)pyrimidine-5-carboxamide